NCC1(CCCC1)C(=O)N1[C@@H](CCC1)C(=O)NC=1SC2=C(N1)C=CC(=C2)OC(F)(F)F (S)-1-(1-(aminomethyl)cyclopentane-1-carbonyl)-N-(6-(trifluoromethoxy)benzo[d]thiazol-2-yl)pyrrolidine-2-carboxamide